S(N)(OC[C@@H]1OC(O[C@@H]1C1=C(C=CC=C1)Cl)(C)C)(=O)=O ((4S,5R)-5-(2-chlorophenyl)-2,2-dimethyl-1,3-dioxolan-4-yl)methyl sulfamate